2,2-dimethylpropionic acid oxetan-3-yl ester O1CC(C1)OC(C(C)(C)C)=O